(2R,4S)-N-((S)-1-(benzylamino)-1-oxopropan-2-yl)-4-phenylpiperidine-2-carboxamide dihydrochloride Cl.Cl.C(C1=CC=CC=C1)NC([C@H](C)NC(=O)[C@@H]1NCC[C@@H](C1)C1=CC=CC=C1)=O